2,7-dichloro-N-cyclopropyl-8-fluoro-N-methylpyrido[4,3-d]pyrimidin-4-amine ClC=1N=C(C2=C(N1)C(=C(N=C2)Cl)F)N(C)C2CC2